(1S,4S)-4-((5-(1-(2,2-difluoroethyl)-2-methyl-1H-benzo[d]imidazol-6-yl)-6-fluoro-4-(methoxy-d3)pyrrolo[2,1-f][1,2,4]triazin-2-yl)amino)-1-methylcyclohexan-1-ol FC(CN1C(=NC2=C1C=C(C=C2)C=2C(=CN1N=C(N=C(C12)OC([2H])([2H])[2H])NC1CCC(CC1)(O)C)F)C)F